4-((3,5-Bis((E)-3,4-dimethoxybenzylidene)-4-oxocyclohexyl)carbamoyl)benzenaminium trifluoroacetate FC(C(=O)[O-])(F)F.COC=1C=C(\C=C\2/CC(C\C(\C2=O)=C/C2=CC(=C(C=C2)OC)OC)NC(=O)C2=CC=C(C=C2)[NH3+])C=CC1OC